CN(C)CC1=C(C=C(C=C1)C)B(O)O (2-((dimethylamino)methyl)-5-methylphenyl)boronic acid